S1C=NC(=C1)CC1C[C@H](NC1)C(=O)O γ-(4-thiazolylmethyl)-proline